CC(CCCCCCCCCCCCCCCCCCCC)[O-] 2-docosanolAt